Br[C@@H]1C[C@@H]2C(C[C@H]3[C@@H]4CC[C@H]([C@@H]([C@@H]([C@H](CC(C)C)O)O)C)[C@]4(CC[C@@H]3[C@]2(CC1)C)C)=O (22S,23S,24S)-3β-bromo-22,23-dihydroxy-5α-cholestan-6-one